N1(CCNCCN(CCNCC1)C(=O)OC(C)(C)C)C(=O)OC(C)(C)C 1,7-di-tert-butyl 1,4,7,10-tetraazacyclododecane-1,7-dicarboxylate